3-[4-[2-[5-[(6,7-difluoro-4-methylsulfinyl-1H-indol-5-yl)oxy]-2-fluoro-phenyl]-1H-imidazol-4-yl]-3-fluoro-4-methyl-chroman-8-yl]propanoic acid FC1=C(C(=C2C=CNC2=C1F)S(=O)C)OC=1C=CC(=C(C1)C=1NC=C(N1)C1(C(COC2=C(C=CC=C12)CCC(=O)O)F)C)F